BrC=1C(NN=CC1OC)=O 4-bromo-5-methoxy-2H-pyridazin-3-one